((1R)-1-(2-fluoro-3-oxo-3-((3-(trifluoromethoxy)benzyl)amino)propionamido)-2-phenylethyl)Boric acid FC(C(=O)N[C@@H](CC1=CC=CC=C1)OB(O)O)C(NCC1=CC(=CC=C1)OC(F)(F)F)=O